methyl N-[5-[6-[(4-cyano-3-fluoro-phenyl)-methyl-carbamoyl]-8-methyl-imidazo[1,2-a]pyridin-3-yl]-2-pyridyl]carbamate C(#N)C1=C(C=C(C=C1)N(C(=O)C=1C=C(C=2N(C1)C(=CN2)C=2C=CC(=NC2)NC(OC)=O)C)C)F